benzyl (((1R,5S,6r)-6-(5-fluorothiazol-2-yl)-3-azabicyclo[3.1.0]hexan-6-yl)methyl)carbamate hydrochloride Cl.FC1=CN=C(S1)C1([C@H]2CNC[C@@H]12)CNC(OCC1=CC=CC=C1)=O